CN(C)C(=S)O N,N-dimethylaminothiocarboxylic acid